(1R,3S)-3-((5-fluoro-4-(3-(2-oxopiperidin-1-yl)phenyl)pyrimidin-2-yl)amino)cyclohexane-1-carboxylic acid FC=1C(=NC(=NC1)N[C@@H]1C[C@@H](CCC1)C(=O)O)C1=CC(=CC=C1)N1C(CCCC1)=O